(2,2-dimethylpropyl)-4-methyl-1,2,4-triazol CC(CC1=NN=CN1C)(C)C